C1(CCC1)C(=O)OC Methyl cyclobutanecarboxylate